C(C)(C)(C)OC(=O)N1CC(C(CC1)C1=C(C=C(C(=C1)OC1CC1)N)[N+](=O)[O-])OC 1-t-butyloxycarbonyl-4-(4-amino-5-cyclopropoxy-2-nitrophenyl)-3-methoxypiperidine